(±)-3-hydrazinyl-N,N-dimethylbutan-1-amine N(N)[C@@H](CCN(C)C)C |r|